CC(C)(C)[S@@](=O)N[C@H](C)C=1C=C2C(=NN1)N(N=C2)C (R)-2-methyl-N-((R)-1-(1-methyl-1H-pyrazolo[3,4-c]pyridazin-5-yl)ethyl)propane-2-sulfinamide